6-[4-[2-[tert-butyl(dimethyl)silyl]oxyethyl]-4-azaspiro[2.5]octan-7-yl]-2-(2,8-dimethylimidazo[1,2-b]pyridazin-6-yl)pyrido[2,3-d]pyridazin-5-one [Si](C)(C)(C(C)(C)C)OCCN1C2(CC2)CC(CC1)N1N=CC2=C(C1=O)C=CC(=N2)C=2C=C(C=1N(N2)C=C(N1)C)C